ethyl 2-diazo-4-(4-fluorophenyl)-3-oxobutanoate [N+](=[N-])=C(C(=O)OCC)C(CC1=CC=C(C=C1)F)=O